CC1=CC(=C2C(=C1C3=C(C(=C(C=C3O)O[C@H]4[C@@H]([C@H]([C@@H]([C@H](O4)CO)O)O)O)C(=O)C)O)C(=O)C5=C(C2=O)C(=CC=C5)O)O The molecule is an anthraquinone that is knipholone in which the O-methyl group is replaced by a beta-D-glucopyranosyl group. It is isolated from the roots of Bulbine frutescens and exhibits trypanocidal and antiplasmodial activities. It has a role as a metabolite, an antiplasmodial drug and a trypanocidal drug. It is a beta-D-glucoside, a polyphenol, a methyl ketone, an aromatic ketone and a dihydroxyanthraquinone. It derives from a knipholone.